C(=O)(O)N1N=NN=C1 (S)-4-carboxy-tetrazol